NC1=NNC=C1N 3,4-diaminopyrazole